methyl 2-amino-1-(6-((tert-butoxycarbonyl)amino)hexan-2-yl)-1H-benzo[d]imidazole-7-carboxylate NC1=NC2=C(N1C(C)CCCCNC(=O)OC(C)(C)C)C(=CC=C2)C(=O)OC